OC1=CC=C(C=C1)\C=C\C(=O)C1=CC=C(C=C1)C(C)(C)C 4-Hydroxy-4'-tert-butylchalcone